C(C1=CC=CC=C1)N1C2(CCOC2)CNCC1 6-benzyl-2-oxa-6,9-diazaspiro[4.5]decane